ClP(C=1NC2=CC=CC=C2C1)C=1NC2=CC=CC=C2C1 mono-chloro-bisindolylphosphine